NC1CN(CC1)C(=O)C1=CC=C(C=N1)CNC(=O)NC=1SC=C(N1)C(C)(C)C1=CC=C(C=C1)OC 1-((6-(3-aminopyrrolidine-1-carbonyl)pyridin-3-yl)-methyl)-3-(4-(2-(4-meth-oxyphenyl)propan-2-yl)-thiazol-2-yl)urea